1,1,3,3-tetraphenyl-1,3-bis(3-aminopropyl)disiloxane C1(=CC=CC=C1)[Si](O[Si](CCCN)(C1=CC=CC=C1)C1=CC=CC=C1)(CCCN)C1=CC=CC=C1